COC=1C=C(C=CC1)C(C1=NC=C(C=C1)OC)NC(=O)C1CN(CCC1)C(=O)OC(C)(C)C tert-butyl 3-(((3-methoxyphenyl)(5-methoxypyridin-2-yl)methyl)carbamoyl)piperidine-1-carboxylate